ClC=1C=C(C=NC1)C1=NC(=C2N=CN(C2=N1)[C@H]1[C@@H]([C@@H]([C@H](N1)C(=O)NC)O)O)NCC1=NC=CC(=C1)C (2S,3R,4S,5S)-5-(2-(5-chloropyridin-3-yl)-6-(((4-methylpyridin-2-yl)methyl)-amino)-9H-purin-9-yl)-3,4-dihydroxyl-N-methylpyrrolidin-2-formamide